C(#N)C1=CC(=C(COC2=NC(=NC=C2C)C23CCN(CC3C2)CC2=NC3=C(N2C[C@H]2OCC2)C=C(C=C3OC)C(=O)O)C=C1)OC 2-((6-(4-((4-cyano-2-methoxybenzyl)oxy)-5-methylpyrimidin-2-yl)-3-azabicyclo[4.1.0]heptan-3-yl)methyl)-4-methoxy-1-(((S)-oxetan-2-yl)methyl)-1H-benzo[d]imidazole-6-carboxylic acid